7-bromo-2,3-dihydro-1H-indene-4-amine BrC1=CC=C(C=2CCCC12)N